CC1=CC(=C(C=C1)NC2=C3C(=C(C=C2)NC4=C(C=C(C=C4)C)S(=O)(=O)[O-])C(=O)C5=CC=CC=C5C3=O)S(=O)(=O)[O-].[Na+].[Na+] 2,2'-(1,4-Anthraquinonylenediimino)bis(5-methylbenzenesulfonic acid) disodium salt